(3R)-3-methyl-4-(3-(3-methyl-1-(tetrahydro-2H-pyran-2-yl)-1H-pyrazol-5-yl)-7-((methylsulfonyl)methyl)isothiazolo[4,5-b]pyridin-5-yl)morpholine C[C@H]1N(CCOC1)C1=CC(=C2C(=N1)C(=NS2)C2=CC(=NN2C2OCCCC2)C)CS(=O)(=O)C